CN1N=C2C(/C(/CCC2=C1)=C/C1=C(C=CC=C1)C=1N=CN(C1)C(C1=CC=CC=C1)(C1=CC=CC=C1)C1=CC=CC=C1)=O (6e)-2-methyl-6-([2-[1-(triphenylmethyl)-1H-imidazol-4-yl]phenyl]methylidene)-4,5,6,7-tetrahydro-2H-indazol-7-one